4-methyl-3-(3-methyl-5-{[5-(trifluoromethyl)pyrazin-2-yl]oxy}phenyl)-1H,4H,5H-pyrrolo[3,2-b]pyridin-5-one CN1C2=C(C=CC1=O)NC=C2C2=CC(=CC(=C2)OC2=NC=C(N=C2)C(F)(F)F)C